(14S)-2-aminopyridine NC1=NC=CC=C1